5-(4-amino-7-bromo-2-{4-[(2-fluoroacrylamido)]phenyl}-1-methylpyrrolo[3,2-c]pyridin-3-yl)-3-chloro-N-(2,2,2-trifluoroethyl)pyridine-2-carboxamide NC1=NC=C(C2=C1C(=C(N2C)C2=CC=C(C=C2)NC(C(=C)F)=O)C=2C=C(C(=NC2)C(=O)NCC(F)(F)F)Cl)Br